C(C)(C)(C)C1CC=C(CC1)CC[13CH]=O 3-(4-(tert-butyl)cyclohex-1-en-1-yl)propanal-13C